NC=1C(=NC=NC1Cl)NC1C=CC(C1)CO {4-[(5-amino-6-chloropyrimidin-4-yl)amino]cyclopent-2-en-1-yl}methanol